(S)-1-(2-((t-butoxycarbonyl)amino)propyl)-4-methyl-1H-pyrrole-3-carboxylic acid C(C)(C)(C)OC(=O)N[C@H](CN1C=C(C(=C1)C)C(=O)O)C